OCC(CO)C(C(=O)N)(CCCC)CC (1,3-dihydroxypropan-2-yl)-2-ethylhexanoamide